(S)-3-methyl-2-((R)-2-oxo-3-((S)-1-tritylaziridine-2-carboxamido)pyrrolidin-1-yl)butanoic acid CC([C@@H](C(=O)O)N1C([C@@H](CC1)NC(=O)C1[N@](C1)C(C1=CC=CC=C1)(C1=CC=CC=C1)C1=CC=CC=C1)=O)C